C12CN(CC(CC1)N2)C=2C1=C(N=CN2)C=CN=C1 4-(3,8-DIAZABICYCLO[3.2.1]OCTAN-3-YL)-PYRIDO[4,3-D]PYRIMIDINE